CC(C=C)(C)[Si](OC)(OC)OC 1,1-dimethyl-2-propenyltrimethoxysilane